tert-butyl N-[3-methyl-5-[[2-[(2R,5S)-5-methyl-2-(1-methyl-4-piperidyl)-1-piperidyl]-2-oxo-acetyl]amino]-2-pyridyl]carbamate CC=1C(=NC=C(C1)NC(C(=O)N1[C@H](CC[C@@H](C1)C)C1CCN(CC1)C)=O)NC(OC(C)(C)C)=O